1-[3-(difluoromethyl)-6-[5-[(6-ethyl-5,7-dihydropyrrolo[3,4-c]pyridazin-3-yl)amino]-6-methoxy-benzimidazol-1-yl]-2-pyridyl]-5-methyl-pyrazole-3-carbonitrile FC(C=1C(=NC(=CC1)N1C=NC2=C1C=C(C(=C2)NC2=CC1=C(N=N2)CN(C1)CC)OC)N1N=C(C=C1C)C#N)F